C(C(C)C)N1CC(N(CC1)CC1CCN(CC1)C=1C=2N(C=C(N1)C=1C=NN(C1)C)N=CC2)=O 4-isobutyl-1-((1-(6-(1-methyl-1H-pyrazol-4-yl)pyrazolo[1,5-a]pyrazin-4-yl)piperidin-4-yl)methyl)piperazin-2-one